ClC1=CC=CC=2N1N=C(C2)[C@@H]2N(CCC1=C2N=CN1)C(=O)C=1OC(=NN1)C=1C=NN(C1)C(F)F (R)-(4-(7-chloropyrazolo[1,5-a]pyridin-2-yl)-6,7-dihydro-1H-imidazo[4,5-c]pyridin-5(4H)-yl)(5-(1-(difluoromethyl)-1H-pyrazol-4-yl)-1,3,4-oxadiazol-2-yl)methanone